spiro[cyclohexane-1,9'-fluoren]-4-one C1=CC=CC=2C3=CC=CC=C3C3(C12)CCC(CC3)=O